Tert-butyl 4-(6-(5-((2,4-difluorophenyl)sulfonamido)-6-methoxypyridin-3-yl)-7-methylquinazolin-4-yl)piperazine-1-carboxylate FC1=C(C=CC(=C1)F)S(=O)(=O)NC=1C=C(C=NC1OC)C=1C=C2C(=NC=NC2=CC1C)N1CCN(CC1)C(=O)OC(C)(C)C